NCC=1N(C(=CC(C1O)=O)C)C 2-(aminomethyl)-3-hydroxy-1,6-dimethyl-4(1H)-pyridone